(4S)-1-{[1,1-difluoropropan-2-yl]oxy}-5,5-difluoro-3-methanesulfonyl-4H,5H,6H-cyclopenta[c]thiophen-4-ol FC(C(C)OC=1SC(=C2C1CC([C@H]2O)(F)F)S(=O)(=O)C)F